N-BOC-N-METHYL-4-METHOXY-L-PHENYLALANINE C(=O)(OC(C)(C)C)N([C@@H](CC1=CC=C(C=C1)OC)C(=O)O)C